1-ethoxynonane C(C)OCCCCCCCCC